4,6-difluoro-N-(2-((2R,3S)-2-methylpiperidin-3-yl)thieno[2,3-b]pyridin-4-yl)benzo[d]thiazol-5-amine FC1=C(C(=CC2=C1N=CS2)F)NC2=C1C(=NC=C2)SC(=C1)[C@@H]1[C@H](NCCC1)C